6-(3-fluoro-5-(6-(4-methoxyphenyl)pyridin-3-yl)phenyl)-1H-indole FC=1C=C(C=C(C1)C=1C=NC(=CC1)C1=CC=C(C=C1)OC)C1=CC=C2C=CNC2=C1